6-chloro-3-[[(1R)-1-(2-ethylsulfanyl-3,6-dimethyl-4-oxo-benzopyran-8-yl)ethyl]amino]pyridine-2-carbonitrile ClC1=CC=C(C(=N1)C#N)N[C@H](C)C1=CC(=CC=2C(C(=C(OC21)SCC)C)=O)C